C1(CCCC1)N1N=C(C=C1C1=C(C=CC=C1)OC(F)(F)F)C(=O)OCC ethyl 1-cyclopentyl-5-(2-(trifluoromethoxy) phenyl)-1H-pyrazole-3-carboxylate